7-bromo-4-tert-butyl-N-[(4S)-3,4-dihydro-2H-1-benzopyran-4-yl]-6-methylpyrrolo[1,2-b]pyridazine-3-carboxamide BrC1=C(C=C2N1N=CC(=C2C(C)(C)C)C(=O)N[C@H]2CCOC1=C2C=CC=C1)C